OC=1C=C(C=CC1O)OC(CC)=O.C([C@H](O)C1=CC=CC=C1)(=O)O (R)-mandelic acid 3,4-dihydroxyphenyl-propanoate